CC1=C(C=CC=C1C=1SC=2CN(CCC2N1)C[C@H]1[C@@H](C1)C(=O)O)C1=CC=CC=C1 trans-2-{[2-(2-methylbiphenyl-3-yl)-6,7-dihydro[1,3]thiazolo[5,4-c]pyridin-5(4H)-yl]methyl}cyclopropanecarboxylic acid